2,2-bis(3',5-dichlorodihydroxyphenyl)propane ClC=1C(=C(C(=C(C1)Cl)O)C(C)(C)C1=C(C(=CC(=C1O)Cl)Cl)O)O